2-(2-pyridyl)-1H-imidazole N1=C(C=CC=C1)C=1NC=CN1